5-Amino-3-[4-[2-[[3-(2,2-dimethylpropyl)isoxazol-5-yl]amino]-1-methyl-2-oxo-ethyl]phenyl]-1-(2,2,2-trideuterio-1-methyl-ethyl)pyrazole-4-carboxamide NC1=C(C(=NN1C(C([2H])([2H])[2H])C)C1=CC=C(C=C1)C(C(=O)NC1=CC(=NO1)CC(C)(C)C)C)C(=O)N